FC1=CC(=C(C=C1)C(C)(O)[C@@H]1N(CCC1)C(=O)OC(C)(C)C)COC1OCCCC1 (2R)-tert-butyl 2-(1-(4-fluoro-2-((tetrahydro-2H-pyran-2-yloxy)methyl) phenyl)-1-hydroxyethyl)pyrrolidine-1-carboxylate